O=C1CC(CC1CCCCC)CC(=O)OC (+-)-methyl (3-oxo-4-pentylcyclopentyl)acetate